N1(C=NC=C1)CC1=CC(=C2CCN(C(C2=C1)=O)C1=CC=NC2=C(N=C(C=C12)CC)N1CCN(CC1)C)C=1C(=NN(C1)C)C(F)(F)F 7-((1H-Imidazol-1-yl)methyl)-2-(6-ethyl-8-(4-methylpiperazin-1-yl)-1,7-naphthyridin-4-yl)-5-(1-methyl-3-(trifluoromethyl)-1H-pyrazol-4-yl)-3,4-dihydroisoquinolin-1(2H)-one